C(C)(C)(C)OC(=O)N1CCCC2=CC(=CC=C12)C=1C=NN(C1)C 6-(1-methyl-1H-pyrazol-4-yl)-3,4-dihydroquinoline-1(2H)-carboxylic acid tert-butyl ester